FC(CC[C@@H](C(OC)OC)N)(C)F (S)-5,5-difluoro-1,1-dimethoxyhexan-2-amine